(2,2-bipyridine)-6-carbaldehyde N1=C(C=CC=C1C=O)C1=NC=CC=C1